(1-((2,4,6-tri-tert-butylphenyl)imino)ethyl)-5,7-dihydrospiro[cyclopentapyridin-6,1'-cyclopropan]-7-ol C(C)(C)(C)C1=C(C(=CC(=C1)C(C)(C)C)C(C)(C)C)N=C(C)C1C2(C1)C(C1=C(C=CC=N1)C2)O